[Na].COC1=CC=C(C=C1C1=CC=C(C=C1)OC(F)(F)F)[C@H](CC(=O)O)NC(=O)NC1C(N(C=CC1=O)C)=O (S)-3-(6-methoxy-4'-(trifluoromethoxy)biphenyl-3-yl)-3-(3-(1-methyl-4-oxo-2-oxo-1,2-dihydropyridin-3-yl)ureido)propanoic acid sodium